22-[(3-amino-3,6-dideoxy-β-D-mannopyranosyl)oxy]-1,3,26-trihydroxy-12-methyl-10-oxo-6,11,28-trioxatricyclo[22.3.1.05,7]octacosa-8,14,16,18,20-pentaene-25-carboxylic acid N[C@@H]1[C@@H]([C@@H](O[C@@H]([C@H]1O)C)OC1C=CC=CC=CC=CCC(OC(C=CC2OC2CC(CC2(CC(C(C(C1)O2)C(=O)O)O)O)O)=O)C)O